ClC1=CC=C(CN2CCC(CC2)NS(=O)(=O)C=2C=NC(=CC2)N2CCOCC2)C=C1 N-(1-(4-Chlorobenzyl)piperidin-4-yl)-6-morpholinopyridine-3-sulfonamide